N-cyclopropyl-N-methyl(7-methoxy-1-naphthyl)acetamide C1(CC1)N(C(CC1=CC=CC2=CC=C(C=C12)OC)=O)C